Diallylmethylacetamidylammonium chloride [Cl-].C(C=C)C(CC=C)[NH2+]NC(C)=O